N-methyldodecane-1,12-diamine CNCCCCCCCCCCCCN